C[C@@H]1OC[C@H](N(C1)C[C@@H]1NC[C@H](N(C1)C(=O)OC(C)(C)C)C)C tert-butyl (2R,5S)-5-(((2S,5R)-2,5-dimethylmorpholino)methyl)-2-methylpiperazine-1-carboxylate